3-azido-1-(benzothiazol-2-yl)-1-(4-bromophenyl)but-3-en-1-ol N(=[N+]=[N-])C(CC(O)(C1=CC=C(C=C1)Br)C=1SC2=C(N1)C=CC=C2)=C